NC1(COCC1)C1=CC=C(C=C1)C(C(=O)OCC)C Ethyl 2-(4-(3-aminotetrahydrofuran-3-yl)phenyl)propanoate